NCCC=1C=C(C=CC1)C=1C=C2CC[C@@H](N(C2=CC1)C(C)=O)C (S)-1-(6-(3-(2-aminoethyl)phenyl)-2-methyl-3,4-dihydroquinolin-1(2H)-yl)ethan-1-one